C(C1=CC=CC=C1)OC(=O)N[C@@H](CCC(=O)NC1O[C@@H]([C@@H]2[C@H]1OC(O2)(C)C)C(=O)O)C(=O)OC (3aS,4S,6aR)-6-((S)-4-(((benzyloxy)carbonyl)amino)-5-methoxy-5-oxopentanamido)-2,2-dimethyltetrahydrofuro[3,4-d][1,3]dioxole-4-carboxylic acid